NC1=CC=C(C=C1)CC(CO)O 3-(4-aminophenyl)-1,2-propanediol